4-benzyl-2-(7,8-difluoro-3-quinolyl)-6,6-dimethyl-4,5-dihydro-1,3-thiazine C(C1=CC=CC=C1)C1N=C(SC(C1)(C)C)C=1C=NC2=C(C(=CC=C2C1)F)F